Dihydroxyaluminum aminoacetate NCC(=O)[O-].O[Al+]O